BrC1=C2C[C@H]([C@@H](C2=CC(=C1)C)N1C[C@H](N(CC1)C(=O)OC(C)(C)C)C)O (R)-tert-Butyl 4-((1R,2R)-4-bromo-2-hydroxy-6-methyl-2,3-dihydro-1H-inden-1-yl)-2-methylpiperazine-1-carboxylate